(S)-2-(benzo[b]thiophene-3-carboxamido)-N1-(1-(2-(2-adamantylamino)-2-oxoethyl)-2-oxo-1,2-dihydropyridin-3-yl)-N6-methyl-5-oxohexanediamide S1C2=C(C(=C1)C(=O)N[C@H](C(=O)NC=1C(N(C=CC1)CC(=O)NC1C3CC4CC(CC1C4)C3)=O)CCC(C(=O)NC)=O)C=CC=C2